FC(C=1NC=2C(=NC(=CC2)C(F)(F)F)N1)(F)F 2,5-Bis(trifluoromethyl)imidazo[4,5-b]pyridin